[Pd].C(CP(C1=CC=CC=C1)(C1=CC=CC=C1)C1=CC=CC=C1)P(C1=CC=CC=C1)(C1=CC=CC=C1)C1=CC=CC=C1 (ethylene)bis(triphenylphosphine) palladium